COC(=O)C=1C=C(C2=C(N(C=N2)C/C(=C/CN)/F)C1)C1=C(C=CC(=C1)S(=O)(=O)C(F)(F)F)C (Z)-1-(4-amino-2-fluorobut-2-en-1-yl)-4-(2-methyl-5-((trifluoromethyl)sulfonyl)phenyl)-1H-benzo[d]imidazole-6-carboxylic acid methyl ester